CC=1C=CC=C(C1)CC(=O)Cl 5-methyl-benzeneacetyl chloride